N-(5-bromo-3-fluoro-2-methoxyphenyl)propane-1-sulfonamide methyl-(E)-3-(3-(N-((4-(4-(dimethylamino)phenyl)bicyclo[2.2.2]octan-1-yl)methyl)cyclohexanecarboxamido)phenyl)acrylate COC(\C=C\C1=CC(=CC=C1)N(C(=O)C1CCCCC1)CC12CCC(CC1)(CC2)C2=CC=C(C=C2)N(C)C)=O.BrC=2C=C(C(=C(C2)NS(=O)(=O)CCC)OC)F